cobaltous dihydrogenphosphate P(=O)(O)(O)[O-].[Co+2].P(=O)(O)(O)[O-]